6'-fluoro-6-(trifluoromethyl)-1'H-1,2'-bibenzo[d]imidazole FC=1C=CC2=C(NC(=N2)N2C=NC3=C2C=C(C=C3)C(F)(F)F)C1